(M)-6-Chloro-4-[(2S,5R)-2,5-dimethyl-4-prop-2-enoyl-piperazin-1-yl]-7-(1H-indazol-7-yl)-1-(2-isopropyl-4-methyl-3-pyridyl)pyrido[2,3-d]pyrimidin-2-one ClC1=CC2=C(N(C(N=C2N2[C@H](CN([C@@H](C2)C)C(C=C)=O)C)=O)C=2C(=NC=CC2C)C(C)C)N=C1C=1C=CC=C2C=NNC12